OC1=C(C=CC=C1)C1=CC2=C(N=N1)NC(=C2)C2CN(C1(CN(C1)C(C=C)=O)C2)C 1-(7-(3-(2-Hydroxyphenyl)-7H-pyrrolo[2,3-c]pyridazin-6-yl)-5-methyl-2,5-diazaspiro[3.4]octan-2-yl)prop-2-en-1-one